C(C)N1C(=NC2=C(C1=O)C=CN2C2CN(C2)C(=O)C2(CC2)C#N)NC(C)C 1-(3-(3-ethyl-2-(isopropylamino)-4-oxo-3,4-dihydro-7H-pyrrolo[2,3-d]pyrimidin-7-yl)azetidine-1-carbonyl)cyclopropane-1-carbonitrile